2-((3,5-dicyano-4-ethyl-6-(4-methyl-1,4-diazepan-1-yl)pyridin-2-yl)sulfanyl)-2-(3-fluoropyridin-4-yl)acetamide C(#N)C=1C(=NC(=C(C1CC)C#N)N1CCN(CCC1)C)SC(C(=O)N)C1=C(C=NC=C1)F